C1(CCC1)C1=CC(=C(C=C1)NC1=C2C(=NC(=C1)NC(=O)[C@H]1[C@H](C1)F)NN(C2=O)C)N(S(=O)(=O)C)C (1S,2S)-N-(4-((4-cyclobutyl-2-(N-methylmethanesulfonamido)phenyl)amino)-2-methyl-3-oxo-2,3-dihydro-1H-pyrazolo[3,4-b]pyridin-6-yl)-2-fluorocyclopropane-1-carboxamide